ClC1=NC=C(C(=C1)C1=C(C=NC(=C1)C)C(=O)NC=1SC2=C(N1)CN(C2)C(C2=NC=CC=C2OC)=O)OC 2'-Chloro-5'-methoxy-N-(5-(3-methoxy-picolinoyl)-5,6-dihydro-4H-pyrrolo[3,4-d]thiazol-2-yl)-6-methyl-[4,4'-bipyridine]-3-carboxamide